C1CCC2=C(C=3CCCC3C=C12)NC(=O)N=[S@](=O)(N)C=1C=C2C=NN(C2=CC1)C |o1:16| (R) or (S)-N'-((1,2,3,5,6,7-hexahydro-s-indacen-4-yl)carbamoyl)-1-methyl-1H-indazole-5-sulfonimidamide